C(C)(C)(C)[Si](OC(CCCO)C)(C1=CC=CC=C1)C1=CC=CC=C1 4-{[tert-butyl-(diphenyl)silyl]oxy}pentan-1-ol